OC=1C=CC(=C(C(=O)O)C1)N=NC1=CC=C(C=C1)[N+](=O)[O-] 5-hydroxy-2-((4-nitrophenyl)diazenyl)benzoic acid